C(C)(=O)NCCC1=CN(C2=CC=C(C=C12)CC(C)C)C(=O)OC(C)(C)C tert-butyl 3-(2-acetamidoethyl)-5-isobutyl-1H-indole-1-carboxylate